CN(CCCOC=1C=C(CNC)C=CC1)C 3-[3-(dimethylamino)propoxy]-N-methylbenzylamine